ClC1=C(OC2=NC=C(C(=C2)C(=O)OC)OC)C(=CC(=C1)[N+](=O)[O-])Cl methyl 2-(2,6-dichloro-4-nitro-phenoxy)-5-methoxy-pyridine-4-carboxylate